FC=1C(=C(C=CC1)C#CC1=CC=C(C(=O)O)C=C1)NS(=O)(=O)C1=CC2=CC=CC=C2C=C1 4-{2-[3-fluoro-2-(naphthalene-2-sulfonamido)phenyl]ethynyl}benzoic acid